BrC1=C2C(=NC(=NC2=C(C(=C1)F)C=O)C)OCC1=CC=C(C=C1)OC bromo-7-fluoro-4-[(4-methoxyphenyl)methoxy]-2-methyl-quinazoline-8-carbaldehyde